Cl[C@H](C)CCC (R)-2-chloropentane